2-(4-(5-(8-Methoxy-[1,2,4]triazolo[1,5-a]pyridin-6-yl)-6-methyl-2-oxo-2,3-dihydro-1H-benzo[d]imidazol-1-yl)piperidin-1-yl)-N,N-dimethylacetamid COC=1C=2N(C=C(C1)C1=CC3=C(N(C(N3)=O)C3CCN(CC3)CC(=O)N(C)C)C=C1C)N=CN2